ClC1=C(C(=O)C2C(CCCC2=O)=O)C=CC(=C1COCC1OCCC1)S(=O)(=O)C 2-[2-chloro-4-methylsulfonyl-3-(oxolan-2-ylmethoxymethyl)benzoyl]cyclohexane-1,3-dione